C(C#C)N[C@@H]1CCC2=CC=CC=C12 R-(+)-N-propargyl-1-aminoindan